tert-butyl (3-((2-(N,N-bis(4-methoxybenzyl)sulfamoyl)-4-iodo-3-(2-(4-methoxybenzyl)-2H-tetrazol-5-yl)phenyl)sulfonyl)propyl)carbamate COC1=CC=C(CN(S(=O)(=O)C2=C(C=CC(=C2C=2N=NN(N2)CC2=CC=C(C=C2)OC)I)S(=O)(=O)CCCNC(OC(C)(C)C)=O)CC2=CC=C(C=C2)OC)C=C1